N-[2-(diethylamino)ethyl]benzamide C(C)N(CCNC(C1=CC=CC=C1)=O)CC